5-(4-nitrophenyl)imidazolidine-2,4-dione [N+](=O)([O-])C1=CC=C(C=C1)C1C(NC(N1)=O)=O